C(C)OC(C(C)(C)OC1=C(C=C(C=C1C)CN1C(=NN(C1=O)C1=CC=C(C=C1)OC)C)C)=O 2-(4-((1-(4-methoxyphenyl)-3-methyl-5-oxo-1,5-dihydro-4H-1,2,4-triazol-4-yl)methyl)-2,6-dimethylphenoxy)-2-methylpropanoic acid ethyl ester